(2S,4R)-1-[2-(1-ethyl-5-methyl-6-oxo-1,6-dihydropyridin-3-yl)acetyl]-4-fluoro-N-[(S)-[6-fluoro-5-(propan-2-yl)pyridin-2-yl](phenyl)methyl]pyrrolidine-2-carboxamide C(C)N1C=C(C=C(C1=O)C)CC(=O)N1[C@@H](C[C@H](C1)F)C(=O)N[C@@H](C1=CC=CC=C1)C1=NC(=C(C=C1)C(C)C)F